ClC1=C(C=C2C(=C(N(C2=C1F)C)C1=NNC(=N1)[C@@H](C)N1CC2(COC2)C1)N1C=NC=C1)OC (R)-6-(1-(3-(6-chloro-7-fluoro-3-(1H-imidazol-1-yl)-5-methoxy-1-methyl-1H-indol-2-yl)-1H-1,2,4-triazol-5-yl)ethyl)-2-oxa-6-azaspiro[3.3]heptane